(R)-6-((4,6-dimethyl-2-oxo-1,2-dihydropyridin-3-yl)methyl)-2-(trans-4-(dimethylamino)cyclohexyl)-2,4-dimethyl-9-(pyridin-4-yl)-7,8-dihydro-[1,3]dioxolo[4,5-g]isoquinolin-5(6H)-one CC1=C(C(NC(=C1)C)=O)CN1C(C=2C(=C3C(=C(C2CC1)C1=CC=NC=C1)O[C@](O3)(C)[C@@H]3CC[C@H](CC3)N(C)C)C)=O